CN1C(C(=C(C2=CC=C(C=C12)O[C@H]1COCC1)N1CCC(CC1)C=1OC2=C(N1)C=C(C=C2)C)C#N)=O 1-Methyl-4-[4-(5-methyl-1,3-benzooxazol-2-yl)piperidin-1-yl]-2-oxo-7-{[(3R)-oxolan-3-yl]oxy}-1,2-dihydro-quinoline-3-carbonitrile